C(C1=CC=CC=C1)C1C(C2N(CCN(C2)CC(C2=CC=CC=C2)C2=CC=CC=C2)C(C1)=O)=O 8-benzyl-2-(2,2-diphenylethyl)hexahydro-2H-pyrido[1,2-a]pyrazine-6,9-dione